2-methyl-5-(trifluoromethyl)pyrazole CN1N=C(C=C1)C(F)(F)F